(2-bromoethoxy)-2-methoxy-ethane BrCCOCCOC